Cl.FC=1C=C(C=CC1)[C@H](CNC(CC1CCC(CC1)O)(C)C)O (1R,4r)-4-(2-(((R)-2-(3-Fluorophenyl)-2-hydroxyethyl)amino)-2-methylpropyl)cyclohexan-1-ol hydrochloride